2-[4-(4-chlorophenoxy)-2-(trifluoromethyl)phenyl]-3-methyl-1-(1,2,4-triazol-1-yl)butan-2-ol methyl-(2S,3R)-3-hydroxy-1-[2-[(4-phenoxybenzoyl)amino]acetyl]pyrrolidine-2-carboxylate C[C@@]1(N(CC[C@H]1O)C(CNC(C1=CC=C(C=C1)OC1=CC=CC=C1)=O)=O)C(=O)OC(CN1N=CN=C1)(C(C)C)C1=C(C=C(C=C1)OC1=CC=C(C=C1)Cl)C(F)(F)F